((S)-1-(((S)-4-ethyl-8-fluoro-4-hydroxy-3,14-dioxo-3,4,12,14-tetrahydro-1H-pyrano[3',4':6,7]indolizino[1,2-b]quinolin-9-yl)amino)-1-oxopropan-2-yl)carbamic acid tert-butyl ester C(C)(C)(C)OC(N[C@H](C(=O)NC1=CC=2C=C3C(=NC2C=C1F)C1=CC2=C(C(N1C3)=O)COC([C@]2(O)CC)=O)C)=O